N-[(3-Aminophenyl)sulfonimidoyl]-6-tert-butyl-2-(2,4,6-trimethylphenoxy)pyridin-3-carboxamid NC=1C=C(C=CC1)S(=O)(=N)NC(=O)C=1C(=NC(=CC1)C(C)(C)C)OC1=C(C=C(C=C1C)C)C